tert-butyl 4-((cyclobutylthio)methyl)-4-hydroxypiperidine-1-carboxylate C1(CCC1)SCC1(CCN(CC1)C(=O)OC(C)(C)C)O